N-(4-{[(2R,4R)-6-chloro-4-hydroxy-3,4-dihydro-2H-1-benzopyran-2-carbonyl]amino}bicyclo[2.1.1]hexan-1-yl)-5-(trifluoromethoxy)pyridine-2-carboxamide ClC=1C=CC2=C([C@@H](C[C@@H](O2)C(=O)NC23CCC(C2)(C3)NC(=O)C3=NC=C(C=C3)OC(F)(F)F)O)C1